2-(3-carbamoyl-5-chloro-1H-pyrazolo[3,4-c]pyridin-1-yl)acetic acid tert-butyl ester C(C)(C)(C)OC(CN1N=C(C=2C1=CN=C(C2)Cl)C(N)=O)=O